2,6-dimethylbenzene isocyanide N#[C-].CC1=CC(=CC=C1)C